C12CC(CC2C1)OC1=C(C=C(C=C1C)NC(=O)C=1N=C(OC1CC(F)(F)F)N1CC(C1)(CC)COC)F N-(4-(cis-bicyclo[3.1.0]hexan-3-yloxy)-3-fluoro-5-methylphenyl)-2-(3-(methoxymethyl)-3-ethylazetidin-1-yl)-5-(2,2,2-trifluoroethyl)oxazole-4-carboxamide